C(C(C)C)C1=C(C=C(C=C1)C1=NOC(=N1)C1=CC=C(CNCCC(=O)O)C=C1)C(F)(F)F 3-((4-(3-(4-isobutyl-3-(trifluoromethyl)phenyl)-1,2,4-oxadiazol-5-yl)benzyl)amino)propionic acid